ClC1=NC=C(C(=N1)OCC1=CC(=C(C=C1)C=1N(C=C(N1)C(F)(F)F)C)C)OC 2-chloro-5-methoxy-4-[[3-methyl-4-[1-methyl-4-(trifluoromethyl)imidazol-2-yl]phenyl]methoxy]pyrimidine